[2-14C]-glycine N[14CH2]C(=O)O